COC1=CC=C(C=C1)C=1N=C2CCCNC2=CC1 6-(4-methoxyphenyl)-1,2,3,4-tetrahydro-1,5-naphthyridine